diphenyl-dimethyl-vinyl-dichlorotrisilane C1(=CC=CC=C1)[SiH]([Si]([Si](C=C)(C)C)(Cl)Cl)C1=CC=CC=C1